ClC1=CC=C(C=C1)[B-](C1=CC=C(C=C1)Cl)(C1=CC=C(C=C1)Cl)C1=CC=C(C=C1)Cl.[Na+] sodium tetrakis(p-chlorophenyl)borate